sodium 2,4,5-trichlorobenzenesulfonate ClC1=C(C=C(C(=C1)Cl)Cl)S(=O)(=O)[O-].[Na+]